OC1=C(C(C)(C)C=2C=C(C=C(C2)N2N=C3C(=N2)C=CC=C3)C(C3=CC=CC=C3)(C)C)C=CC=C1 2-[2'-hydroxy-3',5'-bis(α,α-dimethylbenzyl)phenyl]benzotriazole